C(C1=CC=CC=C1)N1[C@H](C[C@H]1CO)CO ((2R,4S)-1-benzyl-azetidine-2,4-diyl)dimethanol